C1(CCC1)NC=1N=CC2=C(N1)N(C(C(=C2)N2CCN(C1=C(C=CC=C21)C)C(=O)OC(C)(C)C)=O)C2=CC=C(C=C2)N(C)CCN(C)C tert-butyl 4-[2-(cyclobutylamino)-8-[4-[2-(dimethylamino)ethyl-methyl-amino]phenyl]-7-oxo-pyrido[2,3-d]pyrimidin-6-yl]-8-methyl-2,3-dihydroquinoxaline-1-carboxylate